((S)-2,2-difluorocyclopropyl)-((1R,5S)-3-(2-((1-methyl-1H-pyrazol-4-yl)amino)pyrimidin-4-yl)-3,8-diazabicyclo[3.2.1]octan-8-yl)methanone FC1([C@@H](C1)C(=O)N1[C@H]2CN(C[C@@H]1CC2)C2=NC(=NC=C2)NC=2C=NN(C2)C)F